7-amino-4-(trifluoromethyl)-2-benzopyrone NC1=CC2=C(C(=CC(O2)=O)C(F)(F)F)C=C1